C1(CC1)C1=C(C(=NN1C1=C(N=C(O1)C)C)OCCCN1N=C(C=2C1=NC(=NC2)Cl)Cl)[N+](=O)[O-] 5-(5-cyclopropyl-3-(3-(3,6-dichloro-1H-pyrazolo[3,4-d]pyrimidin-1-yl)propoxy)-4-nitro-1H-pyrazol-1-yl)-2,4-dimethyloxazole